(rac)-2-[6-amino-5-(trifluoromethoxy)pyridin-3-yl]-N-[2-(3-fluorophenyl)propan-2-yl]-6,7-dihydrospiro[pyrazolo[5,1-c][1,4]oxazine-4,3'-pyrrolidine]-1'-carboxamide NC1=C(C=C(C=N1)C1=NN2C(=C1)[C@@]1(CN(CC1)C(=O)NC(C)(C)C1=CC(=CC=C1)F)OCC2)OC(F)(F)F |r|